N-[2-oxo-2-(2,2,2-trifluoroethylamino)ethyl]-o-toluamide O=C(CNC(=O)C=1C(=CC=CC1)C)NCC(F)(F)F